2,3-Bis((9Z,12Z)-octadeca-9,12-dien-1-yloxy)propane-1-thiol C(CCCCCCC\C=C/C\C=C/CCCCC)OC(CS)COCCCCCCCC\C=C/C\C=C/CCCCC